(RS)-2-amino-3-hydroxy-N'-(2,3,4-trihydroxybenzyl)propanehydrazide hydrochloride Cl.N[C@@H](C(=O)NNCC1=C(C(=C(C=C1)O)O)O)CO |r|